7-[(1S,2S)-2-[6-(2,4-dimethoxypyrimidin-5-yl)imidazo[1,2-b]pyridazin-8-yl]cyclopropyl]quinoline COC1=NC=C(C(=N1)OC)C=1C=C(C=2N(N1)C=CN2)[C@@H]2[C@H](C2)C2=CC=C1C=CC=NC1=C2